2,2'-methylenebis(4,6-di-t-butylphenyl) (2,4-di-t-butylphenyl) phosphite P1(OC2=C(C=C(C=C2C(C)(C)C)C(C)(C)C)CC2=C(C(=CC(=C2)C(C)(C)C)C(C)(C)C)O1)OC1=C(C=C(C=C1)C(C)(C)C)C(C)(C)C